2-Bromo-N-methyl-6-nitro-aniline BrC1=C(NC)C(=CC=C1)[N+](=O)[O-]